1-(6-chlorobenzo[b]thiophen-2-yl)-2-(3,5-dimethoxyphenyl)prop-2-en-1-one ClC=1C=CC2=C(SC(=C2)C(C(=C)C2=CC(=CC(=C2)OC)OC)=O)C1